F[C@H]1CN(CC[C@]1(O)C)C1=NC=CC(=N1)NC=1N=CC2=C(C=CC(=C2C1)C(C)C)N1[C@@H]([C@H](C1)CS(=O)(=O)C)C (3S,4R)-3-fluoro-1-(4-(5-isopropyl-8-((2R,3S)-2-methyl-3-(methylsulfonylmethyl)azetidin-1-yl)isoquinolin-3-ylamino)pyrimidin-2-yl)-4-methylpiperidin-4-ol